C1(=CC=CC=C1)C1=CSC=2N=C(N=C(C21)NCC2=CC(=C(C=C2)S(=O)(=O)N)C(F)(F)F)C2=NC=CC=C2 4-(((5-Phenyl-2-(pyridin-2-yl)thieno[2,3-d]pyrimidin-4-yl)amino)methyl)-2-(trifluoromethyl)benzenesulfonamide